methyltris(methylbutynoxy)silane C[Si](OC#CC(C)C)(OC#CC(C)C)OC#CC(C)C